[2H]C([2H])(C([2H])([2H])Br)O bromoethanol-d4